2,2-bis(4-isocyanatophenyl)Hexafluoropropane N(=C=O)C1=CC=C(C=C1)C(C(F)(F)F)(C(F)(F)F)C1=CC=C(C=C1)N=C=O